3-(3-Hydroxy-4-methoxyphenyl)-1-[4-(piperidine-1-sulfonyl)phenyl]prop-2-en-1-one OC=1C=C(C=CC1OC)C=CC(=O)C1=CC=C(C=C1)S(=O)(=O)N1CCCCC1